[Cl-].[Cl-].C(C(C)C)C(CC(C)C)=[Zr+2](C1=C(C(=CC=2C3=CC(=C(C=C3CC12)C1=CC=C(C=C1)C)C(C)(C)C)C(C)(C)C)C1=CC=C(C=C1)C)C1C=CC=C1 diisobutylmethylene(cyclopentadienyl)(2,7-di-(4-methylphenyl)-3,6-di-tert-butylfluorenyl)zirconium dichloride